CN(C(C#CC(=O)N1CC(C1)C(=O)N)(C)C)C 1-(4-(dimethylamino)-4-methylpent-2-ynoyl)azetidine-3-carboxamide